N-(5-aminopentyl)-4-ethynylbenzamide NCCCCCNC(C1=CC=C(C=C1)C#C)=O